tert-butyl 6-hydroxymethyl-2-azaspiro[3.3]heptane-2-carboxylate OCC1CC2(CN(C2)C(=O)OC(C)(C)C)C1